NC1=NC(=C2NC=NC2=N1)CO 2-amino-6-hydroxymethylpurine